FC(C)(F)C1=NC(=CC(=N1)NC1=C(C=NC(=C1)NC(C)=O)C1=NC(=CC=C1)OC)C N-(4'-((2-(1,1-difluoroethyl)-6-methylpyrimidin-4-yl)amino)-6-methoxy-[2,3'-bipyridyl]-6'-yl)acetamide